FC(C1=C(C=CC=C1)N1N=CC(=C1)C=1SC=C(N1)C(=O)OCC)(F)F ethyl 2-(1-(2-(trifluoromethyl)phenyl)-1H-pyrazol-4-yl)thiazole-4-carboxylate